2-(4-(trifluoromethyl)phenyl)propan-1-one FC(C1=CC=C(C=C1)C(C=O)C)(F)F